2-(3-methoxypropyl)pyrazolo[5,1-b]thiazole-7-carbonyl chloride COCCCC1=CN2C(S1)=C(C=N2)C(=O)Cl